C(CCCCC)(=O)OO[C@@H]1CN(C[C@@H]1OOC(CCCCC)=O)CCCCCO 6'-(((3R,4S)-1-(5-hydroxypentyl) pyrrolidin-3,4-diyl) bis(oxy)) dihexanoate